C(C)(C)(C)OC(=O)N(C(OC(C)(C)C)=O)C=1N=CC2=CC(=C(C=C2C1)N1CCN(CC1)C1(COCC1O[Si](C1=CC=CC=C1)(C1=CC=CC=C1)C(C)(C)C)C)Cl tert-butyl (tert-butoxycarbonyl)(6-(4-(4-((tert-butyldiphenylsilyl)oxy)-3-methyltetrahydrofuran-3-yl)piperazin-1-yl)-7-chloroisoquinolin-3-yl)carbamate